(3R)-3-(methylamino)butanoic acid methyl ester COC(C[C@@H](C)NC)=O